CNC(=O)C=1N(N=NC1)CC1=CC=C(C=C1)C1=NOC(=N1)C(F)(F)F N-methyl-3-[[4-[5-(trifluoromethyl)-1,2,4-oxadiazol-3-yl]phenyl]methyl]triazole-4-carboxamide